C(C)N1CC2=CC(=C(C=C2CC1)OC)NC=1N=NC(=C(N1)NC1=C(C=CC=C1CO)F)C(=O)N ((2-ethyl-6-methoxy-1,2,3,4-tetrahydroisoquinolin-7-yl)amino)-5-((2-fluoro-6-(hydroxymethyl)phenyl)amino)-1,2,4-triazine-6-carboxamide